O=C1OC2=CC(=CC=C2C(=C1)C1=C(C=CC=C1)C)C(=O)N1CC(CCC1)NC(C)=O N-(1-(2-oxo-4-(o-tolyl)-2H-chromene-7-carbonyl)piperidin-3-yl)acetamide